(1S,2S,3S,6R)-6-((6-(4-fluoro-2,6-dimethylphenoxy)hexyl)amino)-4-(fluoromethyl)cyclohex-4-ene-1,2,3-triol FC1=CC(=C(OCCCCCCN[C@@H]2C=C([C@@H]([C@@H]([C@H]2O)O)O)CF)C(=C1)C)C